4,4'-((3,4-dimethoxyphenyl)methylene)bis(2-methoxyphenol) COC=1C=C(C=CC1OC)C(C1=CC(=C(C=C1)O)OC)C1=CC(=C(C=C1)O)OC